COC=1C=C2C=CC(=CC2=CC1)CO (6-methoxynaphthalen-2-yl)methanol